OC1CN(C1)C(=O)C1=CC=C(C=C1)OC (3-hydroxyazetidin-1-yl)(4-methoxyphenyl)methanone